COC1=C(C=C2C(=NC=NC2=C1)C1=CC=C(C=C1)NC(CC1=CC=C(C=C1)C(F)(F)F)=O)OCCCN1CCN(CC1)C N-(4-(7-methoxy-6-(3-(4-methylpiperazin-1-yl)propoxy)quinazolin-4-yl)phenyl)-2-(4-(trifluoromethyl)phenyl)acetamide